NC1=C(C=C(C=C1)C=1SC=CC1)NC(=O)C=1SC2=C(C1)C=C(C=C2)S(=O)(=N)C N-[2-amino-5-(2-thienyl)phenyl]-5-(methylsulfonimidoyl)benzothiophene-2-carboxamide